(2S)-2-[4-bromo-2-(1,2-oxazol-5-yl)phenoxy]-N-methoxypropanamide BrC1=CC(=C(O[C@H](C(=O)NOC)C)C=C1)C1=CC=NO1